C(C1=CC=CC=C1)N1CC2(CN(C2)C(=O)[C@@H]2C(C2)(C)C)[C@@H](C1)C(=O)N[C@@H]([C@H](OCC1CCCCC1)C)C(=O)OC methyl N-((S)-6-benzyl-2-((S)-2,2-dimethylcyclopropane-1-carbonyl)-2,6-diazaspiro[3.4]octane-8-carbonyl)-O-(cyclohexylmethyl)-L-threoninate